Dioxolano[4,5-g]Quinazolin-8(5H)-one O1COC=2C1=CC=1C(N=CNC1C2)=O